2-chloro-6-methyl-7-tosyl-N-(2-(trifluoromethyl)pyridin-4-yl)-7H-pyrrolo[2,3-d]pyrimidin-4-amine ClC=1N=C(C2=C(N1)N(C(=C2)C)S(=O)(=O)C2=CC=C(C)C=C2)NC2=CC(=NC=C2)C(F)(F)F